(S)-2-amino-6,6-difluorooctadecane-3,5-diol N[C@@H](C)C(CC(C(CCCCCCCCCCCC)(F)F)O)O